3-difluoromethyl-N-[(3R)-7-fluoro-1,1,3-trimethylindan-4-yl]-1-methylpyrazole-4-carboxamide FC(C1=NN(C=C1C(=O)NC1=C2[C@@H](CC(C2=C(C=C1)F)(C)C)C)C)F